ClC1=C(CNC(=O)C=2N=CN(C2)C2=NC(=NC=C2C)NC2CCOCC2)C=CC=C1CO N-(2-chloro-3-(hydroxy-methyl)-benzyl)-1-(5-methyl-2-((tetrahydro-2H-pyran-4-yl)amino)-pyrimidin-4-yl)-1H-imidazole-4-carboxamide